2-[(6-bromo-3-ethoxycarbonyl-4-quinolyl)amino]Benzoic acid BrC=1C=C2C(=C(C=NC2=CC1)C(=O)OCC)NC1=C(C(=O)O)C=CC=C1